BrOP(OBr)OBr tribromoOxyphosphorus